3-[2,4-bis[(3R)-3-methylmorpholin-4-yl]pyrido[2,3-d]pyrimidin-7-yl]benzoic acid C[C@H]1N(CCOC1)C=1N=C(C2=C(N1)N=C(C=C2)C=2C=C(C(=O)O)C=CC2)N2[C@@H](COCC2)C